2-bromo-9,10-bis(isobutylcarbonyloxy)anthracene 5-hydroxyuridine-5'-triphosphate P(O)(=O)(OP(=O)(O)OP(=O)(O)O)OC[C@@H]1[C@H]([C@H]([C@@H](O1)N1C(=O)NC(=O)C(=C1)O)O)O.BrC1=CC2=C(C3=CC=CC=C3C(=C2C=C1)OC(=O)CC(C)C)OC(=O)CC(C)C